C(CCCCCCC)N(C1=CC=CC2=CC=CC=C12)C1=CC=CC=C1 octylphenyl-1-naphthylamine